[Na+].C(C=C)(=O)NC(CS(=O)(=O)[O-])(C)C 2-Acrylamido-2-methyl-propanesulfonic acid sodium salt